6-(4-((2-(2-Methoxyphenyl)-5-oxo-5,6-dihydropyrimido[4,5-d]pyridazin-4-yl)amino)phenyl)-6-azaspiro[2.5]octan COC1=C(C=CC=C1)C=1N=C(C2=C(C=NNC2=O)N1)NC1=CC=C(C=C1)N1CCC2(CC2)CC1